tert-butyl 5-[8-methyl-2-[4-(4-methylpiperazin-1-yl) anilino]-7-oxo-pyrido[2,3-d]pyrimidin-6-yl]-2,5-diazabicyclo[4.1.0]heptane-2-carboxylate CN1C(C(=CC2=C1N=C(N=C2)NC2=CC=C(C=C2)N2CCN(CC2)C)N2CCN(C1CC21)C(=O)OC(C)(C)C)=O